bismole [BiH]1C=CC=C1